1-ethynyl-cyclopropan-1-amine C(#C)C1(CC1)N